C(C)OC[C@@H](C1=CC(=CC=C1)OC(F)(F)F)NC(C[C@@H](C(C)(C)C)O)=O (S)-N-((R)-2-Ethoxy-1-(3-(trifluoromethoxy)phenyl)ethyl)-3-hydroxy-4,4-dimethylpentanamid